C([C@@H]1[C@H]([C@@H]([C@H]([C@H](O1)O[C@@H]2[C@@H](C(=O)[C@@H]([C@H](O2)CO)O)O)O)O)O)O The molecule is a keto-disaccharide consisting of alpha,alpha-trehalose with the keto group at the 3-position. It is a keto-disaccharide and a glycosyl glycoside.